COC(=O)C1CN(C(C1)C1=NC=C(C=C1F)OC1CN(C1)C(C)C)C 5-{3-fluoro-5-[(1-isopropylazetidin-3-yl)oxy]pyridin-2-yl}-1-methylpyrrolidine-3-carboxylic acid methyl ester